COC(=O)C1CCN(CC1)C1CCC2=CC(=CC=C12)C1=CC(=CC(=C1)OC)OC 1-(5-(3,5-dimethoxyphenyl)-2,3-dihydro-1H-inden-1-yl)piperidine-4-carboxylic acid methyl ester